3-(1-methylethyl)-6-[[(1S)-1-phenylethyl]amino]-2,4(1H,3H)-pyrimidinedione CC(C)N1C(NC(=CC1=O)N[C@@H](C)C1=CC=CC=C1)=O